5-[[2-[(2S,5R)-2-(3-chloro-4,5-difluoro-phenyl)-5-methyl-1-piperidyl]-2-oxo-acetyl]amino]pyridine-3-carboxamide ClC=1C=C(C=C(C1F)F)[C@H]1N(C[C@@H](CC1)C)C(C(=O)NC=1C=C(C=NC1)C(=O)N)=O